6-Nonacosenoic acid C(CCCCC=CCCCCCCCCCCCCCCCCCCCCCC)(=O)O